NC1=CC2=C(S1)C(=CC=C2C=2C(=CC=1C3=C(C=NC1C2F)N(C([C@@H]2N3C[C@H](NC2)C)=O)C([2H])([2H])[2H])Cl)F 2-amino-4-((2R,4aR)-11-chloro-9-fluoro-2-methyl-6-(methyl-d3)-5-oxo-2,3,4,4a,5,6-hexahydro-1H-pyrazino[1',2':4,5]pyrazino[2,3-c]quinolin-10-yl)-7-fluorobenzo[b]thiophene